FC1=CC2=C(N(C(N=C2)=O)C=2C(=NC=CC2C)OC)N=C1C1=C(C=CC=C1O)F 6-fluoro-7-(2-fluoro-6-hydroxyphenyl)-1-(2-methoxy-4-methylpyridin-3-yl)pyrido[2,3-d]pyrimidin-2(1H)-one